[Cl-].NC=1NC(C2=C(N1)NC=C2C[NH2+]CC[C@@H](C2=CC=CC=C2)O)=O (S)-N-((2-amino-4-oxo-4,7-dihydro-3H-pyrrolo[2,3-d]pyrimidin-5-yl)methyl)-3-hydroxy-3-phenylpropan-1-aminium chloride